C(C)(C)(C)OC(=O)N1C(COCC1)C1=C(C=CC=C1)CNC1=C(NC=C1)C(=O)OCC (2-(((2-(ethoxycarbonyl)-1H-pyrrol-3-yl)amino)methyl)phenyl)morpholine-4-carboxylic acid tert-butyl ester